C(#N)C1=C(C=C(CC(C(=O)OC)(C(=O)OC)F)C=C1)F Dimethyl 2-(4-cyano-3-fluorobenzyl)-2-fluoromalonate